OC1=C(C=C(C(=O)NN)C=C1C(C)(C)C)C(C)(C)C 4-hydroxy-3,5-di-tert-butylbenzoic acid hydrazide